C1(CC1)OC1=C(C(=NC=C1)OC)C1=CNC2=NC(=CC=C21)NC(=O)[C@H]2[C@@H](C2)CN(C)C trans-N-(3-(4-cyclopropoxy-2-methoxypyridin-3-yl)-1H-pyrrolo[2,3-b]pyridin-6-yl)-2-((dimethylamino)methyl)cyclopropane-1-carboxamide